C(#N)C=1C2=C(SC1NC(OC(C)(C)C)=O)C=CC(=C2C=2C1=C(C=3C(=NC(=NC3C2F)SCC)NCC2=NC(=NN2)C2CC2)COC1)F tert-Butyl (3-cyano-4-(1-(((3-cyclopropyl-1H-1,2,4-triazol-5-yl)methyl)amino)-3-(ethylthio)-5-fluoro-7,9-dihydrofuro[3,4-f]quinazolin-6-yl)-5-fluorobenzo[b]thiophen-2-yl)carbamate